2-(2-phenylethyl)-4-isothiazolin-3-one C1(=CC=CC=C1)CCN1SC=CC1=O